N-(2-((4-(Aminomethyl)benzyl)carbamoyl)-4,5-dimethoxyphenyl)-4-oxo-4H-chromene-2-carboxamide trifluoroacetate salt FC(C(=O)O)(F)F.NCC1=CC=C(CNC(=O)C2=C(C=C(C(=C2)OC)OC)NC(=O)C=2OC3=CC=CC=C3C(C2)=O)C=C1